C(C)(C)(C)C=1C=C(C(=O)[O-])C=C(C1O)C(C)(C)C.[Na+] sodium 3,5-di-tert-butyl-4-hydroxybenzoate